(R)-3-(naphthalen-2-yl)-1-phenyl-1-propanol C1=C(C=CC2=CC=CC=C12)CC[C@@H](O)C1=CC=CC=C1